CS/C(/NC(C1=CC(=CC=C1)[N+](=O)[O-])=O)=N/C=1C=C2C=NN(C2=CC1)C1OCCCC1.NCC1=CC=C(C(=O)N)C=C1 4-(aminomethyl)benzamide (E)-methyl-N-(3-nitrobenzoyl)-N'-(1-(tetrahydro-2H-pyran-2-yl)-1H-indazol-5-yl)carbamimidothioate